C(C)C1=C(C=C(C(=C1)[N+](=O)[O-])OC)N1CCC(CC1)N(CCN(C(OC(C)(C)C)=O)C)C tert-Butyl N-[2-[[1-(2-ethyl-5-methoxy-4-nitro-phenyl)-4-piperidyl]-methyl-amino]ethyl]-N-methyl-carbamate